(4-ethylpiperazine-1-yl)methanone C(C)N1CCN(CC1)C=O